N4-(1-(3,5-dichloropyridin-4-yl)-1H-pyrazolo[4,3-c]pyridin-6-yl)pyrimidine-4,6-diamine ClC=1C=NC=C(C1N1N=CC=2C=NC(=CC21)NC2=NC=NC(=C2)N)Cl